methyl 2-({[3-bromo-1-(5-{[(2-methoxyethyl) amino] carbonyl}-2-methylphenyl)-6-methyl-2-oxo-1,2-dihydropyridin-4-yl] oxy} methyl)-5-fluorobenzylcarbamate BrC=1C(N(C(=CC1OCC1=C(CNC(OC)=O)C=C(C=C1)F)C)C1=C(C=CC(=C1)C(=O)NCCOC)C)=O